OC(=O)C(F)(F)F.CN1CC(C1)NC=1C=2CNCC2C=CC1 N-(1-Methylazetidin-3-yl)isoindolin-4-amine TFA salt